C(C)(C)(C)OC(=O)N1C(N(C2=C1C=CC=C2)CC=2SC(=CC2)CNS(=O)(=O)C)=O 3-((5-(Methanesulfonamidomethyl)thiophen-2-yl)methyl)-2-oxo-2,3-dihydro-1H-benzo[d]Imidazole-1-carboxylic acid tert-butyl ester